NC1=NC2=CC=C(C=C2C(=N1)NNC(=O)[C@H]1CN(CCC1)C=1C=NN(C1)C)OC |o1:15| (R or S)-N'-(2-amino-6-methoxyquinazolin-4-yl)-1-(1-methyl-1H-pyrazol-4-yl)piperidine-3-carbohydrazide